2-[4-(ethanesulfonyl)phenyl]-4-[4-fluoro-2-(2,2,2-trifluoroethoxy)phenyl]-2,3-dihydro-1H-pyrrolo[3,4-c]pyridin-1-one C(C)S(=O)(=O)C1=CC=C(C=C1)N1CC=2C(=NC=CC2C1=O)C1=C(C=C(C=C1)F)OCC(F)(F)F